CC=1C=C(C=CC1OC1=CC=CC=C1)N1C(N(C(NC1=O)=O)C1=CC(=C(C=C1)OC1=CC=CC=C1)C)=O 1,3-bis(3-methyl-4-phenoxyphenyl)-1,3,5-triazinane-2,4,6-trione